ClC1=NC=CC(=N1)COC1=CC=C(C=C1)C(C)(C)C1=CC=C(OCCCNC(OC(C)(C)C)=O)C=C1 tert-butyl (3-(4-(2-(4-((2-chloropyrimidin-4-yl)methoxy) phenyl)propan-2-yl)phenoxy)propyl)carbamate